N1CCC(=CC1)CC=1SC=CN1 2-((1,2,3,6-tetrahydropyridin-4-yl)methyl)thiazole